(5R)-3-[2-(4,4-dimethylisochroman-6-yl)oxypyrimidin-5-yl]-5-ethyl-5-methyl-imidazolidine-2,4-dione CC1(COCC2=CC=C(C=C12)OC1=NC=C(C=N1)N1C(N[C@](C1=O)(C)CC)=O)C